C(CCC)C=1OC2=C(C1C(=O)C1=CC(=C(C(=C1)I)OCCN(CC)CC)I)C=CC=C2 (2-butylbenzofuran-3-yl)(4-(2-(diethylamino)ethoxy)-3,5-diiodiophenyl)methanone